C(C)(C)(C)OC(=O)N1C[C@H](CCC1)NC1=NC=CC(=N1)C=1C=C2C(CNC(C2=CC1)=O)(C)C (S)-3-((4-(4,4-dimethyl-1-oxo-1,2,3,4-tetrahydroisoquinolin-6-yl)pyrimidin-2-yl)amino)piperidine-1-carboxylic acid tert-butyl ester